COC1=C2C(=NNC2=CC=C1C(C(F)(F)F)OC)N1C(C2=CC=CC=C2C1=O)=O 2-(4-Methoxy-5-(2,2,2-trifluoro-1-methoxyethyl)-1H-indazol-3-yl)isoindoline-1,3-dione